N-(2-aminophenyl)-4-(3-(4-(((2-(3,4-difluorophenyl)cyclopropyl)amino)methyl)-1H-imidazol-1-yl)propyl)benzamide TFA Salt OC(=O)C(F)(F)F.NC1=C(C=CC=C1)NC(C1=CC=C(C=C1)CCCN1C=NC(=C1)CNC1C(C1)C1=CC(=C(C=C1)F)F)=O